COC1=NC=C(C=N1)C=1N=CC(=NC1)NC(OC1(CCC(CC1)NC1=NC=C(C(=N1)C=1C=NC=C(C1)S(=O)(=O)C)C(F)(F)F)CC(C)(C)O)=O 2-hydroxy-2-methylpropyl(trans-4-((4-(5-(methanesulfonyl)pyridin-3-yl)-5-(trifluoromethyl)pyrimidin-2-yl)amino)cyclohexyl) (5-(2-methoxypyrimidin-5-yl)pyrazin-2-yl)carbamate